N-(trans-4-((4-Methoxy-5-(pyrazolo[1,5-a]pyridin-5-yl)pyrrolo[2,1-f][1,2,4]triazin-2-yl)amino)cyclohexyl)acetamide COC1=NC(=NN2C1=C(C=C2)C2=CC=1N(C=C2)N=CC1)N[C@@H]1CC[C@H](CC1)NC(C)=O